(2-[8-(trimethoxysilyl)octoxy]-5-hydroxyphenyl)tri(cyclohexyl)phosphonium bromide [Br-].CO[Si](CCCCCCCCOC1=C(C=C(C=C1)O)[P+](C1CCCCC1)(C1CCCCC1)C1CCCCC1)(OC)OC